[2H]CN=S1CCNCC2=C1C=CC=C2 1-((deuteromethyl)imino)-2,3,4,5-tetrahydro-1H-1λ4-benzo[f][1,4]thiazepine